7-((2,7-diazaspiro[3.5]nonan-7-yl)methyl)-1,2,3,4-tetrahydro-1,8-naphthyridine C1NCC12CCN(CC2)CC2=CC=C1CCCNC1=N2